tert-butyl 4-((2-cyano-4-(isoindolin-2-ylmethyl)phenoxy)methyl)piperidine-1-carboxylate C(#N)C1=C(OCC2CCN(CC2)C(=O)OC(C)(C)C)C=CC(=C1)CN1CC2=CC=CC=C2C1